1-(diacetoxyiodo)-4-methoxybenzene C(C)(=O)OI(C1=CC=C(C=C1)OC)OC(C)=O